2'-O-propargylcytidine-3'-phosphate P(=O)(O)(O)O[C@H]1[C@H]([C@@H](O[C@@H]1CO)N1C(=O)N=C(N)C=C1)OCC#C